C(C)O[C@@H]1C[C@@]2(CC[C@H](C1)N2CC2=C1C=CNC1=C(C=C2OC)C)C2=CC=C(C(=O)OC1[C@H]([C@H]([C@@H]([C@H](O1)C(=O)OCC=C)O)O)O)C=C2 |&1:32| Allyl (2S,3S,4S,SR)-6-((4-((1S,3S,5R)-3-ethoxy-8-((5-methoxy-7-methyl-1H-indol-4-yl)methyl)-8-azabicyclo[3.2.1]octan-1-yl)benzoyl)oxy)-3,4,5-trihydroxytetrahydro-2H-pyran-2-carboxylate